4-(Tetrahydro-2H-pyran-2-yl)-4H-1,2,4-triazol-3-amine O1C(CCCC1)N1C(=NN=C1)N